p-acetylcumene C(C)(=O)C1=CC=C(C=C1)C(C)C